CN(C(C)=O)C1COC1 N-methyl-N-(oxetan-3-yl)acetamide